Cl.N[C@H](C=1N=C2N(N=CC(=C2)[C@@H](C2CC2)C(C(=O)N)OCC(F)(F)F)C1)C1CCC(CC1)(F)F ((R)-(2-((S)-amino(4,4-difluorocyclohexyl)methyl)imidazo[1,2-b]pyridazin-7-yl)(cyclopropyl)methyl)-2-(2,2,2-trifluoroethoxy)acetamide hydrochloride